3-((1r,2r)-2-((4-chlorophenyl)(methyl)amino)-5-oxo-1-phenylcyclopent-3-en-1-yl)-2,2-difluoropropionic acid ethyl ester C(C)OC(C(C[C@]1([C@@H](C=CC1=O)N(C)C1=CC=C(C=C1)Cl)C1=CC=CC=C1)(F)F)=O